NC1=NC=CC=2N1C(=NC2C2CN(CC2)C(C=C)=O)C2=CC(=C(C=C2)OC2=NC=CC=C2F)OC 1-(3-(5-amino-3-(4-((3-fluoropyridin-2-yl)oxy)-3-methoxyphenyl)imidazo[1,5-c]pyrimidin-1-yl)pyrrolidin-1-yl)prop-2-en-1-one